ClCC1=CC(=CC=C1)C 1-(chloromethyl)-3-methylbenzene